Dilinoleyl 2-(2-Dimethylaminoethyl)-malonate CN(CCC(C(=O)OCCCCCCCC\C=C/C\C=C/CCCCC)C(=O)OCCCCCCCC\C=C/C\C=C/CCCCC)C